2-((6-(4-Benzoylpiperazin-1-yl)-3,5-dicyano-4-ethylpyridin-2-yl)thio)-2-phenylacetamide C(C1=CC=CC=C1)(=O)N1CCN(CC1)C1=C(C(=C(C(=N1)SC(C(=O)N)C1=CC=CC=C1)C#N)CC)C#N